5-bromo-N-(2,4-dimethoxybenzyl)thiophen-2-carboxamide BrC1=CC=C(S1)C(=O)NCC1=C(C=C(C=C1)OC)OC